N-[3-fluoro-4-[(7-methoxy-1,5-naphthyridin-4-yl)oxy]phenyl]-5-(4-fluorophenyl)-1,2-dimethyl-4-oxopyridine-3-carboxamide FC=1C=C(C=CC1OC1=CC=NC2=CC(=CN=C12)OC)NC(=O)C1=C(N(C=C(C1=O)C1=CC=C(C=C1)F)C)C